(1R,3S)-3-[3-({[4-(tri-fluoromethyl)pyridin-2-yl]acetyl}amino)-1H-pyrazol-5-yl]cyclopentyl (1-methylcyclopropyl)-carbamate CC1(CC1)NC(O[C@H]1C[C@H](CC1)C1=CC(=NN1)NC(CC1=NC=CC(=C1)C(F)(F)F)=O)=O